1-(4-{3-[6-(trifluoromethyl)pyridin-3-yl]-1,2,4-oxadiazol-5-yl}bicyclo[2.2.2]octan-1-yl)methanamine, hydrochloride salt Cl.FC(C1=CC=C(C=N1)C1=NOC(=N1)C12CCC(CC1)(CC2)CN)(F)F